ClC[C@H](CNC(=O)C=1C=NN2C1N=C(C=C2)N2[C@H](CCC2)C=2C(=NC=C(C2)F)OC)O N-((S)-3-chloro-2-hydroxypropyl)-5-((R)-2-(5-fluoro-2-methoxypyridin-3-yl)pyrrolidin-1-yl)pyrazolo[1,5-a]pyrimidine-3-carboxamide